CN1NC(C=2C(C1=O)=CC(N(C2)C2CCN(CC2)C(=O)OC(C)(C)C)=O)=O tert-butyl 4-(2-methyl-1,4,7-trioxo-1,3,4,7-tetrahydropyrido[3,4-d]pyridazin-6(2H)-yl)piperidine-1-carboxylate